8-chloro-N-(4,4-difluorocyclohexyl)-1-[trans-4-(pyridin-2-yloxy)cyclohexyl]-5,6-dihydro-4H-[1,2,4]triazolo[4,3-a][1]benzazepine-5-amine ClC=1C=CC2=C(CC(CC=3N2C(=NN3)[C@@H]3CC[C@H](CC3)OC3=NC=CC=C3)NC3CCC(CC3)(F)F)C1